N-(8-bromo-5-(2-chloro-5-fluorophenyl)-2-oxo-2,3,4,5-tetrahydro-1H-benzo[d]azepin-6-yl)-3-fluoro-5-(trifluoromethyl)benzamide BrC=1C=C(C2=C(CC(NCC2C2=C(C=CC(=C2)F)Cl)=O)C1)NC(C1=CC(=CC(=C1)C(F)(F)F)F)=O